(R)-3-(4-(2-((1-(4-((3S,4R)-7-hydroxy-3-phenylisochroman-4-yl)phenyl)piperidin-4-yl)methyl)-2,8-diazaspiro[4.5]decan-8-yl)phenyl)piperidine-2,6-dione OC1=CC=C2[C@H]([C@H](OCC2=C1)C1=CC=CC=C1)C1=CC=C(C=C1)N1CCC(CC1)CN1CC2(CC1)CCN(CC2)C2=CC=C(C=C2)[C@@H]2C(NC(CC2)=O)=O